6-Chloropyrazolo[1,5-a]pyridine ClC=1C=CC=2N(C1)N=CC2